O=C[C@H](O)[C@@H](O)[C@H](O)[C@H](O)CO trans-glucose